N-(3-fluoro-6-methoxy-1-methylindazol-7-yl)-6-(4-methylpyrazol-1-yl)pyridine-3-sulfonamide FC1=NN(C2=C(C(=CC=C12)OC)NS(=O)(=O)C=1C=NC(=CC1)N1N=CC(=C1)C)C